S1C2=C(C=C1[C@@H](CC[C@@H]1[C@@H]([C@H](C[C@H]1O)O)C(C(=O)O)CCCCC)O)C=CC=C2 ((1R,2R,3R,5S)-2-((R)-3-(benzo[b]thiophen-2-yl)-3-hydroxypropyl)-3,5-dihydroxycyclopentyl)heptanoic acid